N-[(5-fluoro-3-methyl-2-pyridyl)methyl]-1-(5-fluoro-2-pyridyl)methanamine FC=1C=C(C(=NC1)CNCC1=NC=C(C=C1)F)C